2,2-diethyl-4-oxo-chroman-6-carboxylic acid C(C)C1(OC2=CC=C(C=C2C(C1)=O)C(=O)O)CC